The molecule is a fatty acid ester that is egonol-9(Z),12(Z)linoleate in which the methoxy group at position 7 is replaced by a hydrogen. Isolated from the fruits of Styrax agrestis, it exhibits inhibitory activity against acetylcholinesterase. It has a role as a plant metabolite. It is a member of 1-benzofurans, a member of benzodioxoles and a polyunsaturated fatty ester. It derives from a linoleic acid and an egonol-9(Z),12(Z)linoleate. It derives from a hydride of a 1-benzofuran. CCCCC/C=C\\C/C=C\\CCCCCCCC(=O)OCCCC1=CC2=C(C=C1)OC(=C2)C3=CC4=C(C=C3)OCO4